FC=1C=C(C=CC1)C(C)C(C(=O)N)N1N=C(C2=C(C1=O)N(N=C2C)C)C (1-(3-fluorophenyl)ethyl)-2-(1,3,4-trimethyl-7-oxo-1,7-dihydro-6H-pyrazolo[3,4-d]pyridazin-6-yl)acetamide